C1(CCCC1)NC1=CC=C(C=C1)C1C(CC2C(N1C(=O)C=1C=NC=NC1)CCC2)C(=O)NC2=CC(=C(C=C2)C)C(F)(F)F cis-2-(4-(cyclopentylamino)phenyl)-N-(4-methyl-3-(trifluoromethyl)phenyl)-1-(pyrimidine-5-carbonyl)octahydro-1H-cyclopenta[b]pyridine-3-carboxamide